C(C1=CC=C(C(=O)O)C=C1)(=O)O.C(C)O.C(C)O diethanol terephthalate